OCC1([C@@H](O)[C@H](O)[C@H](O1)CO)OC[C@@H]1[C@H]([C@@H]([C@@](CO)(O1)OC[C@]1(O)[C@@H](O)[C@@H](O)[C@H](O)CO1)O)O D-fructofuranosyl-(2→6)-β-D-fructofuranosyl-(2→1)-β-D-tagatopyranose